NC=1C2=C(N=CN1)C(=CS2)C=2C=C(C(=NC2)OC)NC(=O)N2OCC[C@H]2C2=CC=CC=C2 (S)-N-(5-(4-aminothieno[3,2-d]pyrimidin-7-yl)-2-methoxypyridin-3-yl)-3-phenylisoxazolidine-2-carboxamide